(S)-N1-(3-(benzo[d][1,3]dioxol-4-yloxy)-3-(5-bromothiophen-2-yl)propyl)-N2,N2-dimethylethane-1,2-diamine O1COC2=C1C=CC=C2O[C@@H](CCNCCN(C)C)C=2SC(=CC2)Br